BrC=1C=C2C(C(NC2=CC1C(=O)OCC)=O)(C(=O)OC)C O6-ethyl O3-methyl 5-bromo-3-methyl-2-oxo-indoline-3,6-dicarboxylate